O1C(=NC2=C1C=CC=C2)C=2C(=C(C=CC2)NC2=NC(=NC=C2C(=O)OCC)NC2=CC(=NN2C)C2=CC=CC=C2)OC Ethyl 4-(3-(benzo[d]oxazol-2-yl)-2-methoxyphenylamino)-2-(1-methyl-3-phenyl-1H-pyrazol-5-ylamino)pyrimidine-5-carboxylate